3-(4-Hydroxy-6-methoxy-1,3-dioxo-1,3-dihydro-isoindol-2-yl)-2,6-dioxo-piperidine-1-carboxylic Acid Tert-Butyl Ester C(C)(C)(C)OC(=O)N1C(C(CCC1=O)N1C(C2=CC(=CC(=C2C1=O)O)OC)=O)=O